3-[3-[5-acetyl-6-(3-cyano-5-methyl-pyrazol-1-yl)-2-pyridyl]-6-[(6-methylpyridazin-3-yl)amino]benzimidazol-5-yl]oxypyrrolidine-1-carboxylic acid tert-butyl ester C(C)(C)(C)OC(=O)N1CC(CC1)OC1=CC2=C(N=CN2C2=NC(=C(C=C2)C(C)=O)N2N=C(C=C2C)C#N)C=C1NC=1N=NC(=CC1)C